2-((1r,4r)-4-((4,6-difluoro-5-(4'-((2-(2-hydroxyethoxy)ethoxy)methyl)-[1,1'-biphenyl]-4-yl)-1H-benzo[d]imidazol-2-yl)oxy)cyclohexyl)acetic acid FC1=C(C(=CC=2NC(=NC21)OC2CCC(CC2)CC(=O)O)F)C2=CC=C(C=C2)C2=CC=C(C=C2)COCCOCCO